2-azaspiro[3.3]heptane-5-one C1NCC12C(CC2)=O